tert-butyl ((S)-1-(((S)-1-(((S)-1-cyano-2-((S)-2-oxopyrrolidin-3-yl)ethyl)amino)-3-cyclohexyl-1-oxopropan-2-yl)amino)-3,3-dimethyl-1-oxobutan-2-yl)carbamate C(#N)[C@H](C[C@H]1C(NCC1)=O)NC([C@H](CC1CCCCC1)NC([C@H](C(C)(C)C)NC(OC(C)(C)C)=O)=O)=O